1-(4-(3-(2,4-Difluoro-3-hydroxy-5-(trifluoromethyl)phenyl)-1-methyl-1H-pyrazolo[4,3-c]pyridin-6-yl)-4,7-diazaspiro[2.5]octan-7-yl)ethanone FC1=C(C=C(C(=C1O)F)C(F)(F)F)C1=NN(C2=C1C=NC(=C2)N2C1(CC1)CN(CC2)C(C)=O)C